4-carboxy-N,N-diphenylaniline C(=O)(O)C1=CC=C(N(C2=CC=CC=C2)C2=CC=CC=C2)C=C1